[4,6-di(1,1'-biphenyl)-4-yl]-1,3,5-triazine C1(=CC=C(C=C1)C1=NC=NC(=N1)C1=CC=C(C=C1)C1=CC=CC=C1)C1=CC=CC=C1